N-(5-aminopentyl)methacrylamide hydrochloride Cl.NCCCCCNC(C(=C)C)=O